1-(5-(6-ethoxy-1H-pyrazolo[3',4':3,4]pyrazolo[1,5-a]pyridin-4-yl)pyridin-2-yl)-4-methylpiperidin C(C)OC=1C=C(C=2N(C1)N=C1C2C=NN1)C=1C=CC(=NC1)N1CCC(CC1)C